((S)-6,8-dichloro-1-methyl-3,4-dihydroisoquinolin-2(1H)-yl)((R)-4-(pyrazolo[1,5-c]pyrimidin-3-yl)morpholin-2-yl)methanone ClC=1C=C2CCN([C@H](C2=C(C1)Cl)C)C(=O)[C@H]1CN(CCO1)C=1C=NN2C=NC=CC21